COC(=O)C1=CC=C2C3=C(NC2=C1)[C@H](N([C@@H](C3)C)CC(C)(F)F)C3=C(C=C(C=C3F)\C=C\3/CNCC3)F (1R,3R)-1-(2,6-difluoro-4-((Z)-pyrrolidin-3-ylidenemethyl)phenyl)-2-(2,2-difluoropropyl)-3-methyl-2,3,4,9-tetrahydro-1H-pyrido[3,4-b]indole-7-carboxylic acid methyl ester